ClC=1C=CC(=C(C1)C1=CC(=C(N=N1)C)NC1=CC(=NC=C1)NC(CC1CCN(CC1)C)=O)F N-(4-{[6-(5-chloro-2-fluorophenyl)-3-methylpyridazin-4-yl]amino}pyridin-2-yl)-2-(1-methylpiperidin-4-yl)acetamide